NC1=NC(=C(C=C1C=1C=C2CCNC(C2=CC1)=O)C1=CC=C(C=C1)N1CCN(CC1)CC1C(C1)(F)F)F 6-(2-amino-5-(4-(4-((2,2-difluorocyclopropyl)methyl)piperazin-1-yl)phenyl)-6-fluoropyridin-3-yl)-3,4-dihydroisoquinolin-1(2H)-one